N1=CNC(C=C1)=O 4(3H)-pyrimidinone